methyl 2,3-dimethyl-4-oxohexanoate CC(C(=O)OC)C(C(CC)=O)C